2-Ethoxy-3-(4-{2-[2-methyl-5-(4-methylthiophenyl)-pyrrol-1-yl]-ethoxy}-phenyl)-propionic acid potassium salt [K+].C(C)OC(C(=O)[O-])CC1=CC=C(C=C1)OCCN1C(=CC=C1C1=CC=C(C=C1)SC)C